[NH+]1=CC(=CC=C1)C(=O)[O-].C(C=C)(=O)OCCC1C(OC1)C(F)(F)F 3-(acryloyloxyethyl)-2-trifluoromethyl-oxetane pyridine-1-ium-3-carboxylate